(E)-3-(3-cyano-1H-indazol-6-yl)-N-(2-methyl-2,3-dihydro-1H-inden-1-yl)acrylamide C(#N)C1=NNC2=CC(=CC=C12)/C=C/C(=O)NC1C(CC2=CC=CC=C12)C